COC1=CC=C(C=N1)CN1C2CNC2C(C1)(C(=O)O)C 2-((6-methoxypyridin-3-yl)methyl)-4-methyl-2,6-diazabicyclo[3.2.0]Heptane-4-carboxylic acid